6-methyl-5,6,7,8-tetrahydro-1,6-naphthyridine-3-amine CN1CC=2C=C(C=NC2CC1)N